1-hydroxycyclobutan OC1CCC1